2-((2R,5S)-2-(benzo[d]thiazol-5-yl)-5-methylpiperidin-1-yl)-2-oxo-N-(1H-pyrazolo[4,3-c]pyridin-7-yl)acetamide S1C=NC2=C1C=CC(=C2)[C@@H]2N(C[C@H](CC2)C)C(C(=O)NC=2C1=C(C=NC2)C=NN1)=O